CO[C@]1(COCC1)C1=CC(=CC(=N1)N1C=CC=2C=NC(=CC21)NC(C)=O)C (S)-N-(1-(6-(3-Methoxytetrahydrofuran-3-yl)-4-methylpyridin-2-yl)-1H-pyrrolo[3,2-c]pyridin-6-yl)acetamide